ClC1=CC=C(C=C1)C12CC3(CC(CC(C1)C3)C2)CNCC2=CC=C(C=C2)OC(F)(F)F [3-(4-Chloro-phenyl)-adamantan-1-ylmethyl]-(4-trifluoromethoxy-benzyl)-amine